6-chloro-4-[6-[(1,1-dimethylethyl)sulfonyl]-7-(1-methylethoxy)imidazo[1,2-a]pyridin-3-yl]-2-pyridinamine ClC1=CC(=CC(=N1)N)C1=CN=C2N1C=C(C(=C2)OC(C)C)S(=O)(=O)C(C)(C)C